FCCOCC=1C(=NC=CC1)N1CCNCC1 4-(3-((2-fluoroethoxy)methyl)pyridin-2-yl)piperazine